NC1=NC(=C(C=2N1C(N(N2)CC2=NOC=C2)=O)C2=CC(=NC(=C2)C)C)C2=CC=CC=C2 5-amino-8-(2,6-dimethyl-4-pyridinyl)-2-(isoxazol-3-ylmethyl)-7-phenyl-[1,2,4]triazolo[4,3-c]pyrimidin-3-one